cesium lead chloride [Pb](Cl)Cl.[Cs]